6-(4-fluorophenyl)-1-[(5-methyl-1,3,4-oxadiazol-2-yl)methyl]-3H-imidazo[4,5-b]pyridin-2-one FC1=CC=C(C=C1)C=1C=C2C(=NC1)NC(N2CC=2OC(=NN2)C)=O